3,4-dihydrocarbazole-9-ethanol C1=CCCC=2C3=CC=CC=C3N(C12)CCO